Cl.Cl.COC=1C=C(C=CC1)N1CCNCC1 1-(3-methoxyphenyl)piperazine dihydrochloride